4-((4-(4-isopropylpiperazin-1-yl)phenyl)thio)benzene-1,2-diamine C(C)(C)N1CCN(CC1)C1=CC=C(C=C1)SC=1C=C(C(=CC1)N)N